(R)-2-(4-(piperidin-3-ylamino)-6,7,8,9-tetrahydro-5H-cyclohepta[d]pyridazin-1-yl)-5-(trifluoromethyl)phenol N1C[C@@H](CCC1)NC=1C2=C(C(=NN1)C1=C(C=C(C=C1)C(F)(F)F)O)CCCCC2